BrC1=C(C=C(C=C1)C(CC(C(F)F)(O)C1=C(C(=CC(=C1)C(F)(F)F)Cl)F)=O)C 1-(4-bromo-3-methyl-phenyl)-3-[3-chloro-2-fluoro-5-(trifluoromethyl)phenyl]-4,4-difluoro-3-hydroxy-butan-1-one